ClC1=C(SC(=C1Cl)Cl)C(=S)NCC(=O)O N-[(3,4,5-trichloro-2-thienyl)thiocarbonyl]glycine